2-(bis(3-chloro-4-fluorophenyl)methyl)-5-(methylthio)-1-((2-(trimethylsilyl)ethoxy)methyl)-1H-imidazole ClC=1C=C(C=CC1F)C(C=1N(C(=CN1)SC)COCC[Si](C)(C)C)C1=CC(=C(C=C1)F)Cl